9-[(2R,3S,4R,5R)-4-[(tert-butyldimethylsilyl)oxy]-5-{[(tertbutyldimethylsilyl)oxy]methyl}-3-fluorooxolan-2-yl]-2-fluoropurin-6-amine [Si](C)(C)(C(C)(C)C)O[C@H]1[C@@H]([C@@H](O[C@@H]1CO[Si](C)(C)C(C)(C)C)N1C2=NC(=NC(=C2N=C1)N)F)F